4-cyclopentyl-resorcinol C1(CCCC1)C1=C(C=C(O)C=C1)O